NCC=1C=C(C=CC1)C=1C=CC2=C(C(=CO2)COC2=C(C(=CC=C2)OC)CC(=O)O)C1 2-(2-((5-(3-(aminomethyl)phenyl)benzofuran-3-yl)methoxy)-6-methoxyphenyl)acetic acid